(R)-N,N-dicyclopropyl-1-((4-(N,N-diethylsulfamoyl)phenyl)sulfonyl)piperidine-3-carboxamide Sodium {N-methyl[(2-hydroxy-5-nonylphenyl)methyl]amino}acetate CN(CC1=C(C=CC(=C1)CCCCCCCCC)O)CC(=O)[O-].[Na+].C1(CC1)N(C(=O)[C@H]1CN(CCC1)S(=O)(=O)C1=CC=C(C=C1)S(N(CC)CC)(=O)=O)C1CC1